S(=O)(=O)(OC(COC=1C(=CC=2N(C1)N=CC2)Br)C)O 1-((5-bromopyrazolo[1,5-a]pyridin-6-yl)oxy)propan-2-yl hydrogen sulfate